ClC1=CC=C(C=C1)[C@@]1(N(C(C2=CC(=CC=C12)C(CN1[C@H](CCC1)CO)(C)O)=O)CC1=NC=C(C=C1)Cl)OC (3R)-3-(4-Chlorophenyl)-2-[(5-chloropyridin-2-yl)methyl]-6-{2-hydroxy-1-[(2R)-2-(hydroxymethyl)pyrrolidin-1-yl]propan-2-yl}-3-methoxy-2,3-dihydro-1H-isoindol-1-on